CN(C)C1=NC2=C(C(=O)N1)NC=N2 2-dimethylguanine